2-tert-butyl-4-chloro-N-[[6-[3-[(3S)-5,5-dimethylpyrrolidin-3-yl]propylamino]-2-pyridyl]sulfonyl]pyrimidine-5-carboxamide C(C)(C)(C)C1=NC=C(C(=N1)Cl)C(=O)NS(=O)(=O)C1=NC(=CC=C1)NCCC[C@@H]1CNC(C1)(C)C